DL-pyroglutamic acid Butyl ester C(CCC)OC([C@H]1NC(CC1)=O)=O |r|